ClC=1C=CC=C2C=C(OC(C12)=O)C1=C(C=CC=C1)Cl 8-chloro-3-(2-chlorophenyl)-1H-isochromen-1-one